(trifluoromethyl)pyrazole-4-carboxylic acid hydrochloride Cl.FC(F)(F)C1=NNC=C1C(=O)O